C(C)(C)(C)OC(=O)N1CCC=2C=C(C(=NC2C1)O)Br bromo-2-hydroxy-5,8-dihydro-1,7-naphthyridine-7(6H)-carboxylic acid tert-butyl ester